O=C(CC(=O)[O-])CCC(=O)[O-] β-keto-adipate